COC1=C(C=CC(=C1)C2=CC(=O)C3=C(C(=C(C=C3O2)OC)OC)O)O The molecule is a trimethoxyflavone that is flavone substituted by methoxy groups at positions 6, 7 and 3' and hydroxy groups at positions 5 and 4' respectively. It has a role as a plant metabolite and an antineoplastic agent. It is a trimethoxyflavone and a dihydroxyflavone. It derives from a flavone.